(S)-azetidin-3-yl(2-methylmorpholino)methanone N1CC(C1)C(=O)N1C[C@@H](OCC1)C